(R)-1-(3-(3-methyl-1H-pyrazol-5-yl)-5-(3-methylmorpholino)isothiazolo[4,5-b]pyridin-7-yl)cyclopropane-1-carbonitrile CC1=NNC(=C1)C1=NSC=2C1=NC(=CC2C2(CC2)C#N)N2[C@@H](COCC2)C